1-(3-fluorophenyl)pentane-1-one FC=1C=C(C=CC1)C(CCCC)=O